COC1(CC(C1)(C#N)C1=CC=C(C=C1)OC(F)(F)F)OC 3,3-dimethoxy-1-[4-(trifluoromethoxy)phenyl]cyclobutanecarbonitrile